C(#N)C=1C=C(C=CC1)NC1=NC=2C=C(C=CC2C=2N1C=C(N2)C)C(=O)O 5-((3-Cyanophenyl)amino)-2-methylimidazo[1,2-c]quinazoline-8-carboxylic acid